(E)-ethyl 4-(3-chloro-4-(cinnamoyloxy)-5-methoxyphenyl)-6-methyl-2-thioxo-1,2,3,4-tetrahydropyrimidine-5-carboxylate ClC=1C=C(C=C(C1OC(\C=C\C1=CC=CC=C1)=O)OC)C1NC(NC(=C1C(=O)OCC)C)=S